Cl.IC1=CC=C(OC2CNC2)C=C1 3-(4-iodophenoxy)azetidine hydrochloride